isothiazolo[4,5-c]pyridine S1N=CC=2C=NC=CC21